7-bromo-3-(2-chloro-6-fluoro-phenyl)-6-fluoro-1-isopropyl-cinnolin-4(1H)-one BrC1=C(C=C2C(C(=NN(C2=C1)C(C)C)C1=C(C=CC=C1F)Cl)=O)F